CN(C[C@@H](CN1N=CC(=C1)C=1N=C(C=2N(C1)N=CC2)C=2C=NN(C2)C(CC)CC)O)C (S)-1-(dimethylamino)-3-(4-(4-(1-(pent-3-yl)-1H-pyrazol-4-yl)pyrazolo[1,5-a]pyrazin-6-yl)-1H-pyrazol-1-yl)propan-2-ol